NC1(COCC1)CNC1=NC(=C2C(=N1)N(N=C2)C)NC=2C=NC(=CC2)C(F)(F)F N6-[(3-aminotetrahydrofuran-3-yl)methyl]-1-methyl-N4-[6-(trifluoromethyl)-3-pyridyl]pyrazolo[3,4-d]pyrimidine-4,6-diamine